4-(3-(5-(difluoromethyl)-1,3,4-thiadiazol-2-yl)-6-(N-(1-methylcyclopropyl)sulfamoyl)imidazo[1,5-a]pyridin-8-yl)-N-(2-(dimethylamino)ethyl)-N-methylpiperazine-1-carboxamide FC(C1=NN=C(S1)C1=NC=C2N1C=C(C=C2N2CCN(CC2)C(=O)N(C)CCN(C)C)S(NC2(CC2)C)(=O)=O)F